sodium perfluorovalerate FC(C(=O)[O-])(C(C(C(F)(F)F)(F)F)(F)F)F.[Na+]